ClC=1C=CC(=C(C1)C1=CC(N(C=C1OC)C(C(=O)NC1=CC=C(C(=O)O)C=C1)CC1=CC=CC=C1)=O)C(C(C)C)=O 4-(2-(4-(5-chloro-2-isobutyrylphenyl)-5-methoxy-2-oxopyridin-1(2H)-yl)-3-phenylpropionylamino)benzoic acid